N-(4-fluorobenzyl)-1-phenethyl-piperidin-4-amine FC1=CC=C(CNC2CCN(CC2)CCC2=CC=CC=C2)C=C1